O[C@@H](CO[N@@+]1(CC=CC=C1)[O-])CN1CCCCC1 |&1:1| (±)-(R)-N-[2-hydroxy-3-(1-piperidinyl)-propoxy]-pyridine-1-oxide